ClC1=C2C(=NC(=C1)Cl)N(N=C2)[C@@H]2OC([C@H]1OC3(O[C@H]12)CCCC3)(CO)CO ((3a'R,4'R,6a'S)-4'-(4,6-dichloro-1H-pyrazolo[3,4-b]pyridin-1-yl)tetrahydrospiro[cyclopentane-1,2'-furo[3,4-d][1,3]dioxole]-6',6'-diyl)dimethanol